COCCN1C=2C=CC(=NC2C=C(C1=O)[N+](=O)[O-])C#N 5-(2-methoxyethyl)-7-nitro-6-oxo-5,6-dihydro-1,5-naphthyridine-2-carbonitrile